ClC1=C(N=C2N1C=C(C=C2)C=2C=NC=C(C2C)F)NC(=O)[C@H]2[C@H](C2)F (1S,2S)-N-(3-chloro-6-(5-fluoro-4-methylpyridin-3-yl)imidazo[1,2-a]pyridin-2-yl)-2-fluorocyclopropane-1-carboxamide